1-(3-chlorobenzyl)-6-nitro-3,4-dihydroquinolin-2(1H)-one ClC=1C=C(CN2C(CCC3=CC(=CC=C23)[N+](=O)[O-])=O)C=CC1